FC1=C2C=C(C=NC2=CC=C1F)CO (5,6-difluoro-3-quinolyl)methanol